(±)-cis-3-aminocycloheptanol hydrochloride Cl.N[C@H]1C[C@H](CCCC1)O |r|